OC1(CC(C1)NS(=O)(=O)C1=CC(=CC=C1)C)C(F)(F)F N-((1s,3s)-3-hydroxy-3-(trifluoromethyl)cyclobutyl)-3-methylbenzenesulfonamide